4-chloro-2-((1S,2S)-2-hydroxycyclopentyl)-6-(4-methoxybenzyl)-5-methylisoindolin-1-one ClC1=C2CN(C(C2=CC(=C1C)CC1=CC=C(C=C1)OC)=O)[C@@H]1[C@H](CCC1)O